5-cholesten-3β,25-diol CC(C)(CCC[C@@H](C)[C@H]1CC[C@H]2[C@@H]3CC=C4C[C@H](CC[C@]4(C)[C@H]3CC[C@]12C)O)O